C(C)N1N=CC(=C1)CN1C(=NC2=C1C(=CC(=C2)C=O)F)C2=CC=1C=3N2CCN(C3C=CC1)CC(F)(F)F (1-((1-ethyl-1H-pyrazol-4-yl)methyl)-7-fluoro-2-(1-(2,2,2-trifluoroethyl)-2,3-dihydro-1H-pyrrolo[1,2,3-de]quinoxalin-5-yl)-1H-benzo[d]imidazol-5-yl)methanone